C12(CC(C1)C2)[C@H](C(F)(F)F)NC(=O)C=2C(=C1CN(C(C1=CC2)=O)C2C(NC(CC2)=O)=O)F N-((R)-1-(bicyclo[1.1.1]pentan-1-yl)-2,2,2-trifluoroethyl)-2-(2,6-dioxopiperidin-3-yl)-4-fluoro-1-oxoisoindoline-5-carboxamide